FOC(F)(F)F trifluoromethyl hypofluorite